ClC=1C(=C(C=CC1)C(CN1[C@@H](CC(CC1)(C(=O)O)CC1=NC(=CC=C1F)NC1=NNC(=C1)C)C)(F)F)F (2R)-1-(2-(3-chloro-2-fluorophenyl)-2,2-difluoroethyl)-4-((3-fluoro-6-((5-methyl-1H-pyrazol-3-yl)amino)pyridin-2-yl)methyl)-2-methylpiperidine-4-carboxylic acid